FC=1C(=NC(N([C@H]2C=C[C@@H](CO)O2)C1)=O)N L-2',3'-didehydro-dideoxy-5-fluorocytidine